ClC1=CC=C(C=C1)C=1N=C2N(C=CC=C2)C1CN1CC2CCC(C1)N2C(=O)C2=C(C=CC(=C2)F)C (3-{[2-(4-Chlorophenyl)imidazo[1,2-a]pyridin-3-yl]methyl}-3,8-diazabicyclo[3.2.1]oct-8-yl)(5-fluoro-2-methylphenyl)methanon